CN1C=2N(CC[C@@H](C1=O)NC(=O)C1=NNC=3CC[C@H](CC13)C(F)(F)F)N=CC2 (5R)-N-[(6S)-4-methyl-5-oxo-7,8-dihydro-6H-pyrazolo[1,5-a][1,3]diazepin-6-yl]-5-(trifluoromethyl)-4,5,6,7-tetrahydro-1H-indazole-3-carboxamide